2-[2-(dibenzylamino)ethoxy]-2,2-difluoro-acetic acid C(C1=CC=CC=C1)N(CCOC(C(=O)O)(F)F)CC1=CC=CC=C1